({[(2R,3R,4S,5R)-5-[2-chloro-6-(cyclopentylamino)-9H-purin-9-yl]-4-fluoro-3-hydroxyoxocyclopent-2-yl]methoxy}methyl)phosphonic acid ClC1=NC(=C2N=CN(C2=N1)[C@H]1[C@@H]([C@@H]([C@H](C1=O)COCP(O)(O)=O)O)F)NC1CCCC1